CC(C)(C)C1=CC(=CC(=C1O)C(C)(C)C)CC2=CC(=C(C(=C2)C(C)(C)C)O)C(C)(C)C 4,4'-Dihydroxy-3,5,3',5'-tetra-tert-butyldiphenylmethane